FC(C(=O)O)(F)F.O1C(OCC1)CN1N=CC(=C1)C=1C=C(C=C2C3=C(N(C12)CC)C(=NC=C3)C)Cl 8-(1-((1,3-Dioxolan-2-yl)methyl)-1H-pyrazol-4-yl)-6-chloro-9-ethyl-1-methyl-9H-pyrido[3,4-b]indole trifluoroacetic acid salt